2-fluoro-3-(2-methoxy-1-((2-(trimethylsilyl)ethoxy)methyl)-1H-imidazol-4-yl)pyridine FC1=NC=CC=C1C=1N=C(N(C1)COCC[Si](C)(C)C)OC